2-(2-fluoro-5-(trifluoromethyl)thiophenyl)-2-(3-(2-methoxyphenyl)thiazolidin-2-ylidene)acetonitrile FC1=C(C=C(C=C1)SC(F)(F)F)C(C#N)=C1SCCN1C1=C(C=CC=C1)OC